C(C)OC(=O)C=1N=C(SC1N=C(C1=CC=CC=C1)C1=CC=CC=C1)C1=CC=CC=C1 5-((diphenylmethylene)amino)-2-phenylthiazole-4-carboxylic acid ethyl ester